Perfluorophenyl 2-((2-(2,6-dioxopiperidin-3-yl)-1,3-dioxo-2,3-dihydro-1H-benzo[de]isoquinolin-5-yl)oxy)acetate O=C1NC(CCC1N1C(C2=CC=CC=3C2=C(C1=O)C=C(C3)OCC(=O)OC3=C(C(=C(C(=C3F)F)F)F)F)=O)=O